C(CC(O)(C(=O)O)CC(=O)O)(=O)O.FC1=CC=C(S1)CC[C@@]1(CN(CC1)C(C)(C)C=1C=CC(=NC1)C)C=1N(C=CN1)C |o1:21| (R or S)-5-(2-(3-(2-(5-fluorothiophen-2-yl)ethyl)-3-(1-methyl-1H-imidazol-2-yl)pyrrolidin-1-yl)propan-2-yl)-2-methylpyridine citrate